FC=1C=C(C=C(C1F)F)C=O (3,4,5-trifluoro-phenyl)methanone